2-chloro-5-((1R,3R)-2,2-dichloro-3-(4-fluoro-3-(trifluoromethyl)phenyl)cyclopropane-1-carboxamido)-N-(2,4-difluoro-3-(2-oxo-2-phenylacetamido)phenyl)benzamide ClC1=C(C(=O)NC2=C(C(=C(C=C2)F)NC(C(C2=CC=CC=C2)=O)=O)F)C=C(C=C1)NC(=O)[C@@H]1C([C@H]1C1=CC(=C(C=C1)F)C(F)(F)F)(Cl)Cl